C(=O)C=1C=C(C=CC1)[C@H](C)NC(OC(C)(C)C)=O tert-butyl (S)-(1-(3-formylphenyl)ethyl)carbamate